4-(2-amino-2-methylpropanoyl)-N-(1-(6-(((1S,3S)-3-aminocyclopentyl)amino)-5,6,7,8-tetrahydronaphthalen-2-yl)-2-oxo-1,2-dihydropyrimidin-4-yl)piperazine-1-carboxamide hydrochloride salt Cl.NC(C(=O)N1CCN(CC1)C(=O)NC1=NC(N(C=C1)C1=CC=2CCC(CC2C=C1)N[C@@H]1C[C@H](CC1)N)=O)(C)C